BrC1=NN(C(=C1)Br)C1(CCCCC1)C 3,5-dibromo-1-(1-methylcyclohexyl)-1H-pyrazole